(3aR,4S,6R,6aS)-6-amino-2,2-dimethyltetrahydro-3aH-cyclopenta[d][1,3]dioxol-4-ol N[C@@H]1C[C@@H]([C@@H]2[C@H]1OC(O2)(C)C)O